8-(6-(N-ethylamino)-3-pyridinyl)-1-((2-oxo-1-pyrrolidinyl)propyl)-3-propylxanthine C(C)NC1=CC=C(C=N1)C1=NC=2N(C(N(C(C2N1)=O)CCCN1C(CCC1)=O)=O)CCC